FC(C(C)(O)C)(CC[C@@H](C)[C@H]1CC[C@H]2/C(/CCC[C@]12C)=C/CN1N=NC(=C1)C1=CC=C(C=C1)F)F (R)-3,3-Difluoro-6-[(1R,3aS,7aR,E)-4-{2-[4-(4-fluorophenyl)-1H-1,2,3-triazol-1-yl]ethylidene}-7a-methyloctahydro-1H-inden-1-yl]-2-methylheptan-2-ol